(S)-N-(4-cyano-3-(trifluoromethyl)phenyl)-3-((6-cyanopyridin-3-yl)oxy)-2-hydroxy-2-methylpropanamide C(#N)C1=C(C=C(C=C1)NC([C@@](COC=1C=NC(=CC1)C#N)(C)O)=O)C(F)(F)F